3-((dimethylamino)methylene)-1'-((2-(trisMethylsilyl)ethoxy)methyl)spiro[cyclohexane-1,3'-pyrrolo[2,3-b]pyridine]-2',4(1'H)-dione CN(C)C=C1CC2(C(N(C3=NC=CC=C32)COCC[Si](C)(C)C)=O)CCC1=O